C(C=C)OC(=O)OC methyl (prop-2-enyloxy)methanoate